CC1=CC=CC2=C1N=CO2 4-Methylbenzoxazole